FC=1C(=NC=CC1I)NS(=O)(=O)C=1C(=NC=C(C1)Cl)OC N-(3-fluoro-4-iodo-pyridin-2-yl)-5-chloro-2-methoxy-pyridine-3-sulfonamide